5-amino-4-bromo-2-phenylpyridazin-3(2H)-one NC1=C(C(N(N=C1)C1=CC=CC=C1)=O)Br